2-((Pyridin-4-yl)methylene)malononitrile N1=CC=C(C=C1)C=C(C#N)C#N